C(C)(C)(C)C=1C=C(C=C(C1O)C(C)(C)C)CC(C(=O)O)CCCCCCC(C(=O)O)CC1=CC(=C(C(=C1)C(C)(C)C)O)C(C)(C)C Hexamethylenebis[3-(3,5-di-tert-butyl-4-hydroxyphenyl)propanoic acid]